2-(9-fluoro-11,17-dihydroxy-10,13,16-trimethyl-3-oxo-6,7,8,9,10,11,12,13,14,15,16,17-dodecahydro-3H-cyclopenta[a]phenanthren-17-yl)-2-oxoethyl (2-aminophenyl)carbamate NC1=C(C=CC=C1)NC(OCC(=O)C1(C(CC2C3CCC4=CC(C=CC4(C3(C(CC12C)O)F)C)=O)C)O)=O